C(#N)C1=CC(=C(C=C1)[C@@H](C)OC1=C(C=CC=C1)C1CCN(CC1)CC1=NC2=C(N1C)C=C(C=C2OC(F)F)C(=O)O)F |o1:8| rel-(R)-2-((4-(2-(1-(4-cyano-2-fluorophenyl)ethoxy)phenyl)piperidin-1-yl)methyl)-4-(difluoromethoxy)-1-methyl-1H-benzo[d]imidazole-6-carboxylic acid